ClC=1C=C(C=CC1Cl)C1=NN=C(O1)[C@H]1CC[C@@H](CN1)NC(C)=O N-[(3S,6R)-6-[5-(3,4-dichlorophenyl)-1,3,4-oxadiazol-2-yl]Piperidin-3-yl]Acetamide